N-[2-(6-chloro-2-pyridyl)-2-(1,3,5-trimethylpyrazol-4-yl)ethyl]-5-(3,5-difluoro-2-pyridyl)isoxazole-3-carboxamide ClC1=CC=CC(=N1)C(CNC(=O)C1=NOC(=C1)C1=NC=C(C=C1F)F)C=1C(=NN(C1C)C)C